2-fluoro-4-(1-methyltriazol-4-yl)-N-[(3R)-3-piperidyl]-N-[2-(3-pyridyl)thieno[3,2-c]pyridin-4-yl]benzamide FC1=C(C(=O)N(C2=NC=CC3=C2C=C(S3)C=3C=NC=CC3)[C@H]3CNCCC3)C=CC(=C1)C=1N=NN(C1)C